2-(2-fluoro-3-{6-[4-(4-methylpiperazine-1-carbonyl)phenyl]furo[3,2-d]pyrimidin-4-yl}phenyl)propan-2-ol FC1=C(C=CC=C1C=1C2=C(N=CN1)C=C(O2)C2=CC=C(C=C2)C(=O)N2CCN(CC2)C)C(C)(C)O